2-chloroethyl 5-methylsulfonyl-4-oxo-1-[4-(trifluoromethoxy)phenyl]cinnoline-3-carboxylate CS(=O)(=O)C1=C2C(C(=NN(C2=CC=C1)C1=CC=C(C=C1)OC(F)(F)F)C(=O)OCCCl)=O